cholesterol hemisuccinate choline OCC[N+](C)(C)C.C(CCC(=O)[O-])(=O)[O-].CC(C)CCC[C@@H](C)[C@H]1CC[C@H]2[C@@H]3CC=C4C[C@@H](O)CC[C@]4(C)[C@H]3CC[C@]12C.CC(C)CCC[C@@H](C)[C@H]1CC[C@H]2[C@@H]3CC=C4C[C@@H](O)CC[C@]4(C)[C@H]3CC[C@]12C.OCC[N+](C)(C)C